FC1=CC=C(C=C1)C1=CC(=C(C=C1)NC(OC(C)(C)C)=O)NC(C1=CC=C(C=C1)S(=O)(=N)C=1C=NC=C(C1)CO)=O tert-butyl (4'-fluoro-3-(4-(5-(hydroxymethyl)pyridine-3-sulfonimidoyl)benzamido)-[1,1'-biphenyl]-4-yl)carbamate